C(C)OC(CCC(=O)C1=NC2=CC(=CC=C2C=C1O)C1=C(C=CC(=C1)C)F)=O 4-[7-(2-fluoro-5-methyl-phenyl)-3-hydroxy-quinolin-2-yl]-4-oxo-butyric acid ethyl ester